methyl (R)-2-((1-(3-cyclopropyl-2,7-dimethyl-1-oxo-1,2-dihydroisoquinolin-5-yl)ethyl)amino)benzoate C1(CC1)C=1N(C(C2=CC(=CC(=C2C1)[C@@H](C)NC1=C(C(=O)OC)C=CC=C1)C)=O)C